N-(6-(2-chloro-5-fluorophenyl)-3-formyl-2-methyl-8-oxo-2,6,7,8-tetrahydropyrrolo[3,4-g]indazol-5-yl)-3-fluoro-5-(trifluoromethyl)benzamide ClC1=C(C=C(C=C1)F)C1NC(C2=C1C(=CC1=C(N(N=C21)C)C=O)NC(C2=CC(=CC(=C2)C(F)(F)F)F)=O)=O